NC1=C2N=CN(C2=NC=N1)C[C@@H](C)OCP(OCCCSCCCCCCCCCC#C[Si](C1=C(C(=C(C(=C1F)F)F)F)F)(C)C)(O)=O 3-((11-(dimethyl(perfluorophenyl)silyl)undec-10-yn-1-yl)thio)propyl hydrogen ((((R)-1-(6-amino-9H-purin-9-yl)propan-2-yl)oxy)methyl)phosphonate